1-methyl-7-vinyl-imidazo[4,5-c]pyridine CN1C=NC=2C=NC=C(C21)C=C